S(CCC(=O)OCCCCCCCCCCCCCCCC)CCC(=O)OCCCCCCCCCCCCCCCC di(hexadecyl) thiodipropionate